N-[2-(3-isopropoxy-4-difluoromethoxyphenyl)oxazol-4-ylmethyl]-2,5-dihydroxybenzamide C(C)(C)OC=1C=C(C=CC1OC(F)F)C=1OC=C(N1)CNC(C1=C(C=CC(=C1)O)O)=O